N-(2-bromo-6-chlorophenyl)-4-ethoxy-2-((3-methyl-4-((1-methylpiperidin-4-yl)oxy)phenyl)amino)pyrimidine-5-carboxamide BrC1=C(C(=CC=C1)Cl)NC(=O)C=1C(=NC(=NC1)NC1=CC(=C(C=C1)OC1CCN(CC1)C)C)OCC